1-(4-chlorobenzyl)-5-(3-(pyridin-4-yl)-1,2,4-oxadiazol-5-yl)pyridin-2(1H)-one ClC1=CC=C(CN2C(C=CC(=C2)C2=NC(=NO2)C2=CC=NC=C2)=O)C=C1